(S)-11-(4-chlorothien-2-yl)-8-((3S,5r)-3,5-dimethylpiperazin-1-yl)-3-(4-fluorothiophen-2-yl)-10-(trifluoromethyl)-3,4-dihydro-2h,6h-[1,4]thiazepino[2,3,4-ij]quinazolin-6-one ClC=1C=C(SC1)C1=C(C=C2C(=NC(N3C2=C1SC[C@H](C3)C=3SC=C(C3)F)=O)N3C[C@@H](N[C@@H](C3)C)C)C(F)(F)F